2-bromo-5-(1-(2,6-dioxopiperidin-3-yl)-1H-pyrazol-3-yl)phenylsulfurofluoridate BrC1=C(C=C(C=C1)C1=NN(C=C1)C1C(NC(CC1)=O)=O)OS(=O)(=O)F